1-(aminomethyl)cyclobutane-1-carboxamide hydrochloride Cl.NCC1(CCC1)C(=O)N